tert-butyl-2-(dimethylcarbamoyl)-7,8-dihydro-4H-pyrazolo[1,5-a][1,4]diazepine C(C)(C)(C)C=1C(=NN2C1CN=CCC2)C(N(C)C)=O